C(C(=O)[O-])(=O)[O-].[Pt+2].NC1C(CCCC1)N 1,2-diaminocyclohexane platinum (II) oxalate